tridecane-3,11-diol CCC(CCCCCCCC(CC)O)O